NC1=C2NC(N(C2=NC(=N1)[P@@](=O)(C)CC)CC=1C=NC(=CC1)OCCN(C)C)=O 6-amino-9-[[6-[2-(dimethylamino)ethoxy]-3-pyridyl]methyl]-2-[(R)-ethyl(methyl)phosphoryl]-7H-purin-8-one